N-(1-(4-(trifluoromethyl)benzyl)-1H-indazol-3-yl)oxazole-5-carboxamide FC(C1=CC=C(CN2N=C(C3=CC=CC=C23)NC(=O)C2=CN=CO2)C=C1)(F)F